ClC1=CC=C(C=C1)S(=O)(=O)NC=1C=C(C=CC1)NC(=O)C1=CC2=C(NN=N2)C=C1 N-(3-((4-chlorophenyl)sulfonamido)phenyl)-1H-benzo[d][1,2,3]triazole-5-carboxamide